C1(CC1)NC(C([C@@H](C[C@H]1C(NCC1)=O)NC([C@H](CC(C)C)NC(OC1C(CCC1)CC1=CC=CC=C1)=O)=O)=O)=O 2-Benzylcyclopentyl ((S)-1-(((R)-4-(cyclopropylamino)-3,4-dioxo-1-((S)-2-oxopyrrolidin-3-yl)butan-2-yl)amino)-4-methyl-1-oxopentan-2-yl)carbamate